N-(1-(2-chloro-5-methylphenyl)-3-methyl-1H-pyrazol-5-yl)pyrazolo[1,5-a]pyrimidine-3-carboxamide ClC1=C(C=C(C=C1)C)N1N=C(C=C1NC(=O)C=1C=NN2C1N=CC=C2)C